(S)-2-(((1-((3,3-difluorocyclobutyl)methyl)-1H-pyrazol-4-yl)methyl)amino)-7-isopropyl-4,8-dimethyl-7,8-dihydropteridin-6(5H)-one FC1(CC(C1)CN1N=CC(=C1)CNC1=NC=2N([C@H](C(NC2C(=N1)C)=O)C(C)C)C)F